6-(3-amino-6-(4-(4-isopropylpiperazin-1-yl)phenyl)pyrazin-2-yl)-7-fluoro-3,4-dihydroisoquinolin-1(2H)-one NC=1C(=NC(=CN1)C1=CC=C(C=C1)N1CCN(CC1)C(C)C)C=1C=C2CCNC(C2=CC1F)=O